1,2-diethynylbenzenediamine C(#C)C1(C(C=CC=C1)(N)C#C)N